t-butyl (1R,4R)-5-(6-(3,5-dimethyl-1H-pyrazol-1-yl)-2-(methylsulfonyl)pyrimidin-4-yl)-2,5-diazabicyclo[2.2.1]heptane-2-carboxylate CC1=NN(C(=C1)C)C1=CC(=NC(=N1)S(=O)(=O)C)N1[C@H]2CN([C@@H](C1)C2)C(=O)OC(C)(C)C